5-(4-(dibromomethyl)phenoxy)benzo[d][1,3]dioxan BrC(C1=CC=C(OC2=CC=CC=3OCOCC32)C=C1)Br